4-chloro-5,6-dimethoxy-pyrimidin-2-amine ClC1=NC(=NC(=C1OC)OC)N